N1=CN=C2NC=NC2=C1C=1C(=NC=CC1)NC=1C=CC(=C(C1)NC(C1=CC(=C(C=C1)Cl)OC(F)(F)F)=O)F N-(5-(3-(9H-purin-6-yl)pyridin-2-ylamino)-2-fluorophenyl)-4-chloro-3-(trifluoromethoxy)benzamid